6-(2-(3'-fluoro-[1,1'-biphenyl]-3-yl)-2-hydroxyacetyl)-2-(1-(3-fluorophenyl)cyclopropyl)-3,5,6,7,8,9-hexahydro-4H-pyrimido[5,4-c]azepin-4-one FC=1C=C(C=CC1)C1=CC(=CC=C1)C(C(=O)N1CC2=C(CCC1)N=C(NC2=O)C2(CC2)C2=CC(=CC=C2)F)O